C1(CC1)C(NC(CCC(F)(F)F)=O)C1=NC(=NC=C1)S(=O)(=O)C N-(cyclopropyl-(2-(methanesulfonyl)pyrimidin-4-yl)methyl)-4,4,4-trifluorobutanamide